N1=NC=C(C=C1)C=1N=NN(C1)[C@@H]1CN(C[C@H]1OCC1=CC=C(C=C1)C(F)(F)F)C(C=C)=O 1-(trans-3-(4-(pyridazin-4-yl)-1H-1,2,3-triazol-1-yl)-4-(4-(trifluoromethyl)benzyloxy)pyrrolidin-1-yl)prop-2-en-1-one